N=1C=CN2C1C=CC(=C2)S(=O)(=O)N imidazo[1,2-a]pyridin-6-sulfonamide